COC1=CC=CC=2C3=CC=CC=C3C(C(C12)=O)=O 1-methoxy-9,10-phenanthrenequinone